C(C)(C)(C)NS(=O)(=O)C1=C(C=CC=C1[N+](=O)[O-])C N-tert-butyl-2-methyl-6-nitrobenzene-1-sulfonamide